BrC1=C(C2=C(CNCC2)S1)Br 2,3-dibromo-4,5,6,7-tetrahydrothieno[2,3-c]Pyridine